6-(2,6-dimethylphenyl)-4-(2-hydroxyphenyl)-1-(4-methoxyphenyl)-3-(4-nitrophenyl)-5,6-dihydro-1H-pyrrolo[3,4-b]pyridine-2,7-dione CC1=C(C(=CC=C1)C)N1C(C=2N(C(C(=C(C2C1)C1=C(C=CC=C1)O)C1=CC=C(C=C1)[N+](=O)[O-])=O)C1=CC=C(C=C1)OC)=O